1,3,4-trimethyl-2,3-dihydro-1H-pyrrole CN1CC(C(=C1)C)C